N1CC(CCC1)CO 3-Piperidinylmethanol